cetyltriethoxySilane C(CCCCCCCCCCCCCCC)[Si](OCC)(OCC)OCC